BrC1=CC=C2C(=N1)C(CN2C2=NC(=NC=C2)NC2=C(C=C(C(=C2)[N+](=O)[O-])N(C)CCN(C)C)OC(F)F)(C)C N1-(4-(5-bromo-3,3-dimethyl-2,3-dihydro-1H-pyrrolo[3,2-b]pyridin-1-yl)pyrimidin-2-yl)-2-(difluoromethoxy)-N4-(2-(dimethylamino)ethyl)-N4-methyl-5-nitrobenzene-1,4-diamine